2,3-difluoro-1-[4-(4-propylcyclohex-1-enyl)phenyl]-4-(trifluoromethyl)benzene FC1=C(C=CC(=C1F)C(F)(F)F)C1=CC=C(C=C1)C1=CCC(CC1)CCC